N,N,N',N'-tetraisopropyl-1-(2,6-difluorophenethoxy)phosphanediamine C(C)(C)N(P(N(C(C)C)C(C)C)OCCC1=C(C=CC=C1F)F)C(C)C